5-methoxybenzenethiol COC=1C=CC=C(C1)S